6-methyl-octahydro-1H-pyrrolo[2,3-c]pyridine CN1CC2C(CC1)CCN2